CC=1C(=CC=2C(C=3N=C(N=CC3C2C1)C(F)(F)F)=O)C#N 6-methyl-9-oxo-2-(trifluoromethyl)-9H-indeno[2,1-d]Pyrimidine-7-nitrile